BrC1=CC=C(C(=N1)C(=O)N[C@H]1CN(CC1)C(=O)OC(C)(C)C)OC1CC2(CN(C2)C2=C(C=C(C=C2)F)C(F)(F)F)C1 tert-butyl (R)-3-(6-bromo-3-((2-(4-fluoro-2-(trifluoromethyl)phenyl)-2-azaspiro[3.3]heptan-6-yl)oxy)picolinamido)pyrrolidine-1-carboxylate